p-anisic anhydride C(C1=CC=C(C=C1)OC)(=O)OC(C1=CC=C(C=C1)OC)=O